fructose pelargonate C(CCCCCCCC)(=O)O.OCC(=O)[C@@H](O)[C@H](O)[C@H](O)CO